NC1=C(C=C(C=C1)OC1=CC=CC=C1)NC([C@H](C(C)C)NC(O)=O)=O (S)-(1-((2-amino-5-phenoxyphenyl)amino)-3-methyl-1-oxobutan-2-yl)carbamic acid